BrC=1C(N(C=C(C1)Br)C)=O 3,5-dibromo-1-methyl-pyridin-2(1H)-one